ClC1=C(C=C(C=C1)Cl)N1CCCN(S1(=O)=O)CC(=O)NC1C2CC3(CC(CC1C3)C2)C(=O)N 4-(2-(6-(2,5-dichlorophenyl)-1,1-dioxido-1,2,6-thiadiazinan-2-yl)acetamido)adamantan-1-carboxamide